C(C)(C)(C)OC(NC\C=C(/F)\S(=O)(=O)C1=CC=C(C=C1)Cl)=O.COC=1C=CC2=C(C(OC3=C2C=CC(=C3)OCC(=O)NCC3=NC=CN=C3)=O)C1 2-((8-Methoxy-6-oxo-6H-benzo[c]benzopyran-3-yl)oxy)-N-(pyrazin-2-ylmethyl)acetamide tert-butyl-N-[(2E)-3-(4-chlorobenzenesulfonyl)-3-fluoroprop-2-en-1-yl]carbamate